9-Aminomethyl-9,10-dihydroanthracene NCC1C2=CC=CC=C2CC=2C=CC=CC12